ClC1=C2C(=CC(=CC2=CC=C1)O)C1=C(C=C2C(=NC(=NC2=C1F)OC[C@@H]1CC[C@H]2CC(CCN12)(F)F)N1C[C@@]2(CC[C@H](C1)N2)C)F 5-chloro-4-(2-(((3s,8aS)-7,7-difluoroocta-hydroindolizin-3-yl)-methoxy)-6,8-difluoro-4-((1S,5R)-1-methyl-3,8-diazabicyclo[3.2.1]-octan-3-yl)quinazolin-7-yl)naphthalen-2-ol